FC1(CCN(CCC1)C1=C(C(=O)O)C(=C(C(=N1)C)C(F)(F)F)C)F 2-(4,4-difluoroazepan-1-yl)-4,6-dimethyl-5-(trifluoromethyl)nicotinic acid